5-(cyclopropylmethyl)-4-(6-cyclopropylpyridin-3-yl)-N-methyl-2-(2-methyl-2H-indazol-5-yl)-3-oxo-2H,3H,5H-pyrrolopyridazine-7-carboxamide C1(CC1)CN1C=C(C=2C1=C(C(N(N2)C2=CC1=CN(N=C1C=C2)C)=O)C=2C=NC(=CC2)C2CC2)C(=O)NC